CC(CCO)CCCCCCCC 3-methylundecan-1-ol